CC(C=C)(CC\C=C(\CCC=C(C)C)/C)O (6E)-3,7,11-trimethyldodeca-1,6,10-trien-3-ol